2-({2-[(2-Chloro-4-methylphenyl)methoxy]-3-methyl-5,6,7,8-tetrahydro-1,7-naphthyridin-7-yl}methyl)-7-fluoro-1-{[(2S)-oxetan-2-yl]methyl}-1H-1,3-benzodiazole-6-carboxylic acid ClC1=C(C=CC(=C1)C)COC1=NC=2CN(CCC2C=C1C)CC1=NC2=C(N1C[C@H]1OCC1)C(=C(C=C2)C(=O)O)F